benzyl 8-(3-(tert-butoxycarbonyl)-3-azaspiro[5.5]undec-8-en-9-yl)-2H-benzo[b][1,4]oxazine-4(3H)-carboxylate C(C)(C)(C)OC(=O)N1CCC2(CC1)CC=C(CC2)C2=CC=CC1=C2OCCN1C(=O)OCC1=CC=CC=C1